3-chloro-5-(1-(2,4-dichlorophenyl)ethyl)-5H-pyrrolo[2,3-b]pyrazine-7-carbonitrile ClC1=CN=C2C(=N1)N(C=C2C#N)C(C)C2=C(C=C(C=C2)Cl)Cl